COC1=C(C=CC=C1)C1OC2=CC=CC=C2C=C1[N+](=O)[O-] 2-(2-methoxyphenyl)-3-nitro-2H-chromene